C1(=CC=CC=C1)[N-]C1=CC=CC=C1.C1(=CC=CC=C1)[N-]C1=CC=CC=C1.C1(=CC=CC=C1)[N-]C1=CC=CC=C1.C1(=CC=CC=C1)[N-]C1=CC=CC=C1.[Hf+4] hafnium tetra(diphenylamide)